Cl.Cl.COCCN1CCC2(CN(CCO2)C2=C(C=CC(=C2C(F)(F)F)OC2=CC=CC=C2)NC(=O)C=2N=C(SC2)C2=CN=NC=C2)CC1 N-{2-[9-(2-methoxyethyl)-1-oxa-4,9-diazaspiro[5.5]undecan-4-yl]-4-phenoxy-3-(trifluoromethyl)phenyl}-2-(pyridazin-4-yl)-1,3-thiazole-4-carboxamide dihydrochloride